CC1=CC=CC(=N1)S(=O)(=N)C1=CC=C(C(=O)OC)C=C1 methyl 4-[(6-methyl-2-pyridyl)sulfonimidoyl]benzoate